CC(CC=1N=NN(C1)C=1C=C(NC2=CC=C(C=C2)\C=C\C=2C=NC=CC2)C=CC1)C 3-[4-(2-Methylpropyl)-1H-1,2,3-triazol-1-yl]-N-{4-[(E)-2-(pyridin-3-yl)vinyl]phenyl}aniline